C1(CC1)OC=1C=C(C2=C(N=C(N=C2)SC)N1)C#C[Si](C(C)C)(C(C)C)C(C)C 7-cyclopropoxy-2-(methylsulfanyl)-5-[2-(triisopropylsilyl)ethynyl]pyrido[2,3-d]pyrimidine